(R)-morpholine-2-methanol hydrochloride Cl.N1C[C@@H](OCC1)CO